ethylenebisammonium dithiocarbamate C(N)([S-])=S.C(C[NH3+])[NH3+].C(N)([S-])=S